COCCN1C(=NC=2C1=NC(=CC2)C=2C=CN1N=C(N=CC12)N[C@@H]1CC[C@@H](CC1)NC)C cis-N1-(5-(3-(2-methoxyethyl)-2-methyl-3H-imidazo[4,5-b]pyridin-5-yl)pyrrolo[2,1-f][1,2,4]triazin-2-yl)-N4-methylcyclohexane-1,4-diamine